ClC1=CC=C(C=C1)C1=NN(C[C@H]1C1=CC=CC=C1)C(NCCS(N)(=O)=O)=NS(=O)(=O)C1=C(C=CC=C1)Cl (R)-3-(4-chlorophenyl)-N'-((2-chlorophenyl)sulfonyl)-4-phenyl-N-(2-sulfamoylethyl)-4,5-dihydro-1H-pyrazole-1-carboximidamide